CN1N=C2C(=C1)C(OC=1C(=CC=CC12)NC(OC(C)(C)C)=O)C tert-butyl (2,4-dimethyl-2,4-dihydrochromeno[4,3-c]pyrazol-6-yl)carbamate